7-[4-[(5-cyclopropyl-1H-pyrazol-3-yl)amino]pyrimidin-2-yl]-2,7-diazaspiro[4.4]nonane-2-carboxylic acid tert-butyl ester C(C)(C)(C)OC(=O)N1CC2(CC1)CN(CC2)C2=NC=CC(=N2)NC2=NNC(=C2)C2CC2